3-((4-(1-(6-aminohexanoyl)piperidin-4-yl)phenyl)amino)piperidine-2,6-dione hydrochloride salt Cl.NCCCCCC(=O)N1CCC(CC1)C1=CC=C(C=C1)NC1C(NC(CC1)=O)=O